(5-(methyl-(phenyl)amino)-[1,2,4]triazolo[4,3-a]quinazolin-8-yl)propan-1-ol CN(C1=NC=2N(C3=CC(=CC=C13)C(CC)O)C=NN2)C2=CC=CC=C2